5-(1-methylcyclopropyl)-1,2,4-oxadiazol-3-carbonyl chloride CC1(CC1)C1=NC(=NO1)C(=O)Cl